C1(CCC1)OC=1SC=C(N1)C1=CC(=C(C(=C1)F)N1CC(CC1)CC(=O)OCC)F Ethyl {1-[4-(2-cyclobutoxy-thiazol-4-yl)-2,6-difluoro-phenyl]-pyrrolidin-3-yl}-acetate